COC(=O)C=1C(=CC(=CC1)C)C1=C(C=C(C=C1OC)OC)OC.[PH2-] phosphineid methyl-2',4',6'-trimethoxy-5-methylbiphenyl-2-carboxylate